FC1=C(C(=C(C(=C1C=1C=C(C=C(C1C1=C(C(=C(C(=C1F)F)F)F)F)C1=C(C(=C(C(=C1F)F)F)F)F)O)F)F)F)F 3,4,5-tris(pentafluorophenyl)phenol